COCCOCCOCCOCCOCCOCCOCCOCCOCC(=O)O 2-[2-[2-[2-[2-[2-[2-[2-(2-methoxyethoxy)ethoxy]ethoxy]ethoxy]ethoxy]ethoxy]ethoxy]ethoxy]acetic acid